3-fluoro-5-formyl-4-hydroxy-N-(4-(6-oxo-5-azaspiro[2.4]heptan-5-yl)phenyl)benzamide FC=1C=C(C(=O)NC2=CC=C(C=C2)N2CC3(CC3)CC2=O)C=C(C1O)C=O